N,N'-bis(9,9-dimethyl-9H-fluoren-2-yl)-N,N'-diphenyl-benzidine CC1(C2=CC=CC=C2C=2C=CC(=CC12)N(C1=CC=C(C=C1)C1=CC=C(N(C2=CC=CC=C2)C2=CC=3C(C4=CC=CC=C4C3C=C2)(C)C)C=C1)C1=CC=CC=C1)C